C(CCC)(=O)N[C@H]1C(O)O[C@@H]([C@H]([C@@H]1O)OC1[C@H](O)[C@@H](O)[C@H](O)[C@H](O1)CO)CO 2-N-butyryl-4-O-(D-glucopyranosyl)-D-glucosamine